FC1=CC=C(C=C1)NC(C(C)C12CC(C1)(C2)NC2=NC=CC=C2C(F)(F)F)=O N-(4-fluorophenyl)-2-(3-{[3-(trifluoromethyl)pyridin-2-yl]amino}bicyclo[1.1.1]pentan-1-yl)propanamide